3,5-dichloro-4-hydroxybenzene-1-sulfonyl chloride ClC=1C=C(C=C(C1O)Cl)S(=O)(=O)Cl